N-benzyl-N-[4-[4-(3-methylphenyl)-2-(4-methylsulfonylphenyl)-1,3-thiazol-5-yl]-2-pyridyl]amine C(C1=CC=CC=C1)NC1=NC=CC(=C1)C1=C(N=C(S1)C1=CC=C(C=C1)S(=O)(=O)C)C1=CC(=CC=C1)C